Ethyl 2-(1-cyclobutyl-1H-pyrazol-4-yl)-5-({[1-(2,4-difluorophenyl) cyclopropyl]carbonyl}amino)-3-fluorobenzoate C1(CCC1)N1N=CC(=C1)C1=C(C(=O)OCC)C=C(C=C1F)NC(=O)C1(CC1)C1=C(C=C(C=C1)F)F